ClC=1C=CC2=C([C@@H](C[C@H](O2)C(=O)NC23C[C@@H](C(CC2)(CC3)NC(CO[C@@H]3C[C@@H](C3)OC(F)(F)F)=O)O)O)C1 (2S,4R)-6-chloro-4-hydroxy-N-[(3S)-3-hydroxy-4-(2-{[cis-3-(trifluoromethoxy)cyclobutyl]oxy}acetamido)bicyclo[2.2.2]octan-1-yl]-3,4-dihydro-2H-1-benzopyran-2-carboxamide